C[C@H]([C@@H](C(=O)O)NC(=O)[C@H](CC1=CNC2=CC=CC=C21)N)O The molecule is a dipeptide obtained by formal condensation of the carboxy group of L-tryptophan with the amino group of L-threonine. It derives from a L-tryptophan and a L-threonine.